2-(2-(methoxymethyl)-4-(5-(methoxymethyl)pyrimidin-2-yl)piperazin-1-yl)pyrimidine COCC1N(CCN(C1)C1=NC=C(C=N1)COC)C1=NC=CC=N1